C(C1=CC=CC=C1)O[C@@H]1[C@H](O[C@@H]([C@@H]1OC)C#C)COCC1=CC=CC=C1 (2R,3R,4S,5R)-3-benzyloxy-2-((benzyloxy)methyl)-5-ethynyl-4-methoxytetrahydrofuran